3-(2-(phenylmethyloxy)ethyl)cyclopentane-1,2-dione C1(=CC=CC=C1)COCCC1C(C(CC1)=O)=O